FC(C(=O)N1CCC2=C(CC1)C1=C(O2)C=CC(=C1)F)(F)F 2,2,2-trifluoro-1-(9-fluoro-1,2,4,5-tetrahydro-3H-benzofuro[2,3-d]azepin-3-yl)ethan-1-one